tert-butyl-5-((4-((benzyloxy)carbonyl)piperazin-1-yl)methyl)isoindoline-2-carboxylate C(C)(C)(C)OC(=O)N1CC2=CC=C(C=C2C1)CN1CCN(CC1)C(=O)OCC1=CC=CC=C1